5-[[5-Fluoro-6-[(2-guanidinoacetyl)amino]-3-pyridyl]sulfonylamino]thiazol FC=1C=C(C=NC1NC(CNC(=N)N)=O)S(=O)(=O)NC1=CN=CS1